tert-butyl 3-((5-((1S,5R)-5-(trifluoromethyl)-3-(8-(trifluoromethyl)quinolin-5-yl)-3-azabicyclo[3.1.0]hexan-1-yl)-1,3,4-oxadiazol-2-yl)methyl)azetidine-1-carboxylate FC([C@]12CN(C[C@@]2(C1)C1=NN=C(O1)CC1CN(C1)C(=O)OC(C)(C)C)C1=C2C=CC=NC2=C(C=C1)C(F)(F)F)(F)F